Bis[5-(2,4-dihydroxybenzyl)-4-hydroxy-3-methylphenyl]methane OC1=C(CC=2C(=C(C=C(C2)CC2=CC(=C(C(=C2)CC2=C(C=C(C=C2)O)O)O)C)C)O)C=CC(=C1)O